ClC1=CC=C(C=C1)C(C#C)(C)C=1N=C(SC1)N 4-[1-(4-chlorophenyl)-1-methyl-prop-2-ynyl]thiazol-2-amine